ClC1=CC=CC=2C=C(OC21)C2=C1N=CC(=NC1=CC(=C2)C)OC 5-(7-chlorobenzofuran-2-yl)-2-methoxy-7-methylquinoxaline